4-chloro-2-methylphenyl-boric acid ClC1=CC(=C(C=C1)OB(O)O)C